C=O.C1(=CC=CC=C1)O.C1(=CC=CC=C1)O diphenol compound with formaldehyde